C(C1=CC=CC=C1)(=O)OCCOC1CC1 2-cyclopropoxyethyl benzoate